COC=1C(=C2C(=NC=NC2=CC1)N)N1C2CN(CC2C1)C 6-methoxy-5-(3-methyl-3,6-diazabicyclo[3.2.0]hept-6-yl)quinazolin-4-amine